1-methyl-1H-pyrazol-3-ol CN1N=C(C=C1)O